2,4-dichloro-3-methylphenol ClC1=C(C=CC(=C1C)Cl)O